ClC1=C(C=C(C=C1)F)[C@@H]1C=2N(CC(N1)=O)C(=NC2NC(=O)N2CCC1=CC(=C(C=C21)F)F)C(=O)NC (R)-8-(2-chloro-5-fluorophenyl)-1-(5,6-difluoroindoline-1-carboxamido)-N-methyl-6-oxo-5,6,7,8-tetrahydroimidazo[1,5-a]pyrazine-3-carboxamide